OC1=C(C(=C(C(=O)OC2=C(C(=C(C(=C2C)C)C=2N=NNN2)C)C)C(=C1)C)C)C 2,3,5,6-tetramethyl-4-(2H-tetraazol-5-yl)phenyl 4-hydroxy-2,3,6-trimethylbenzoate